(R)-2-Methyl-N4-(1-methyl-3-(2,2,3,3,3-pentafluoropropanamido)-1H-pyrazol-5-yl)-N1-((S)-11-oxo-2,3,10,11-tetrahydro-1H,5H-benzo[d]pyrazolo[1,2-a][1,2]diazepin-10-yl)succinamid C[C@@H](C(=O)N[C@H]1C2=C(CN3N(C1=O)CCC3)C=CC=C2)CC(=O)NC2=CC(=NN2C)NC(C(C(F)(F)F)(F)F)=O